SC(C(=O)O)O sulfhydryl-glycolic acid